5-(2-fluorophenyl)-1-(3-pyridylsulfonyl)-1H-pyrrole-3-carboxamide FC1=C(C=CC=C1)C1=CC(=CN1S(=O)(=O)C=1C=NC=CC1)C(=O)N